2-[(3,6,6-trimethyl-4-oxo-5,7-dihydro-1H-indole-2-carbonyl)amino]caproic acid CC1=C(NC=2CC(CC(C12)=O)(C)C)C(=O)NC(C(=O)O)CCCC